BrC=1C=NC=CC1N1CCC(CC1)N(C)C 1-(3-bromo-4-pyridyl)-N,N-dimethyl-piperidin-4-amine